C(C1=CC=CC=C1)OCC1=NN(C(N1CC)=O)C=1C=C2C(=CN(C(C2=CC1)=O)C1=C(C=CC=C1Cl)Cl)C(=C)C 6-(3-((benzyloxy)methyl)-4-ethyl-5-oxo-4,5-dihydro-1H-1,2,4-triazol-1-yl)-2-(2,6-dichlorophenyl)-4-(prop-1-en-2-yl)isoquinolin-1(2H)-one